N-(7-methoxybenzo[d]thiazol-2-yl)-2-((4-oxo-3-phenethyl-3,4-dihydropteridin-2-yl)thio)acetamide COC1=CC=CC=2N=C(SC21)NC(CSC2=NC1=NC=CN=C1C(N2CCC2=CC=CC=C2)=O)=O